BrC1=CC=C(C=C1)N(C1=CC(=CC=C1)C1=CC=CC2=CC=CC=C12)C1=CC=C(C=C1)Br N,N-bis(4-bromophenyl)-3-(naphthalen-yl)aniline